N'-tetrahydroxyethylpropanediamine OC(C(O)(O)O)NC(CC)N